1,3,5-tri(1,10-phenanthrolin-5-yl)benzene N1=CC=CC2=C(C=C3C=CC=NC3=C12)C1=CC(=CC(=C1)C1=C2C=CC=NC2=C2N=CC=CC2=C1)C1=C2C=CC=NC2=C2N=CC=CC2=C1